1-octyl ether C(CCCCCCC)OCCCCCCCC